(S)-(4-amino-3-((oxetan-2-ylmethyl)amino)phenyl)carbamic acid NC1=C(C=C(C=C1)NC(O)=O)NC[C@H]1OCC1